4-(chloromethyl)phenylacetic acid ClCC1=CC=C(C=C1)CC(=O)O